(3S)-3-[(1,3-dioxo-1,3-dihydro-2H-isoindol-2-yl)methyl]piperidine-1-carboxylic acid tert-butyl ester C(C)(C)(C)OC(=O)N1C[C@@H](CCC1)CN1C(C2=CC=CC=C2C1=O)=O